CC1=C(C=CC=C1C)C(C(C)=O)C 3-(2,3-dimethylphenyl)butan-2-one